2-(((1R,2S)-2-methylcyclohexyl)amino)-4-(trifluoromethyl)-benzoic acid C[C@@H]1[C@@H](CCCC1)NC1=C(C(=O)O)C=CC(=C1)C(F)(F)F